FC(OC1=CC=C(C=CC=2OC=C(N2)COC2=CC=C(C=C2)C(CCC)O)C=C1)(F)F 1-(4-((2-(4-(trifluoromethoxy)styryl)oxazol-4-yl)methoxy)phenyl)butan-1-ol